N-(1-cyanopyrrolidin-3-yl)-5-fluoro-2-methylbenzenesulfonamide C(#N)N1CC(CC1)NS(=O)(=O)C1=C(C=CC(=C1)F)C